FC1(CC2(C1)C[C@@H](N(CC2)CC2=C1C=CNC1=C(C=C2OC)C)C2=CC=C(C=C2)C2=NOC(N2)=O)F (R)-3-(4-(2,2-difluoro-7-((5-methoxy-7-methyl-1H-indol-4-yl)methyl)-7-azaspiro[3.5]nonan-6-yl)phenyl)-1,2,4-oxadiazol-5(4H)-one